1-anthraceneboronic acid pinacol ester C1(=CC=CC2=CC3=CC=CC=C3C=C12)B1OC(C)(C)C(C)(C)O1